(1-((4-(difluoromethylidene)piperidin-1-yl)methyl)cyclopropyl)methanol FC(=C1CCN(CC1)CC1(CC1)CO)F